1,4-dihydrobenzoquinone-sulfonic acid sodium salt [Na+].C1(C(=CC(C=C1)=O)S(=O)(=O)[O-])=O